methyl-2-chloronicotinamide CC1=NC(=C(C(=O)N)C=C1)Cl